CC1=CC=C(C=C1)S(=O)(=O)OCC1CCN(CC1)C(CC)=O (1-Propionyl-piperidin-4-yl)methyl 4-methyl-benzenesulfonate